(trifluoromethyl)phenylalanine FC(F)(F)N[C@@H](CC1=CC=CC=C1)C(=O)O